(S)-2-amino-5-(4-cyanophenyl)-4-oxo-4,5-dihydrofuran-3-yl-5-d phenylmethanesulfonate C1(=CC=CC=C1)CS(=O)(=O)OC1=C(O[C@@](C1=O)([2H])C1=CC=C(C=C1)C#N)N